4-(6-fluoro-7-(2-fluoro-6-hydroxyphenyl)-1-(2-Isopropyl-6-methylphenyl)-2-carbonyl-1,2-dihydroquinolin-4-yl)piperazine-1-carboxylate FC=1C=C2C(=CC(N(C2=CC1C1=C(C=CC=C1O)F)C1=C(C=CC=C1C)C(C)C)=C=O)N1CCN(CC1)C(=O)[O-]